3-(bis(tert-butoxycarbonyl)amino)-5-picolinic acid methyl ester COC(C=1C=C(C=NC1)N(C(=O)OC(C)(C)C)C(=O)OC(C)(C)C)=O